BrC1=C2CN(C(C2=CC=C1)=O)[C@@H](C(=O)OC)CO Methyl (R)-2-(4-bromo-1-oxoisoindolin-2-yl)-3-hydroxypropanoate